FC1=CC=C(C=C1)C1(CN(C(=C1SC)C)S(=O)(=O)CC1=CC=CC=C1)O 3-(4-fluorophenyl)-5-methyl-4-(methylthio)-1-toluenesulfonyl-2,3-dihydro-1H-pyrrol-3-ol